C1(=CC=CC=C1)/C(=C(\CC)/C1=CC=CC=C1)/C1=CC=C(OCCN(C)C)C=C1 2-(4-((1Z)-1,2-diphenyl-1-butenyl)phenoxy)-N,N-dimethyl-ethanamine